1-(4,6-dimethoxypyrimidin-2-yl)-3-[2-(dimethylcarbamoyl)benzenesulfonyl]urea COC1=NC(=NC(=C1)OC)NC(=O)NS(=O)(=O)C1=C(C=CC=C1)C(N(C)C)=O